(5-bromo-2-hydroxyphenyl)(imidazo[1,2-a]pyridin-3-yl)methanone BrC=1C=CC(=C(C1)C(=O)C1=CN=C2N1C=CC=C2)O